CC(C)C(=O)/C=C\\C=C(/C(=O)O)\\O The molecule is an alpha,beta-unsaturated monocarboxylic acid that is (2E,4Z)-7-methyl-2,4-octadienoic acid carrying hydroxy and oxo substituents at positions 2 and 6 respectively. It is an alpha,beta-unsaturated monocarboxylic acid, a 2-hydroxy monocarboxylic acid and a 6-oxo monocarboxylic acid. It is a conjugate acid of a (2E,4Z)-2-hydroxy-7-methyl-6-oxo-2,4-octadienoate.